CN(C1CC2(CN(C2)C(CC2=CC=C(C#N)C=C2)=O)C1)C=1C2=C(N=CN1)NC=C2 4-(2-(6-(Methyl(7H-pyrrolo[2,3-d]pyrimidin-4-yl)amino)-2-azaspiro[3.3]heptan-2-yl)-2-oxoethyl)benzonitril